N-ethyl-N-propyltryptamine C(C)N(CCC1=CNC2=CC=CC=C12)CCC